COC1=C(C=CC=2NN=NC21)OC 4,5-dimethoxy-1H-benzo[d][1,2,3]triazole